C(C)(C)(C)C1(CCCCC1)O Trans-t-butylcyclohexanol